8-(1-Methyl-5-nitro-1H-benzo[d]imidazol-2-yl)-3-oxa-8-azabicyclo[3.2.1]octane CN1C(=NC2=C1C=CC(=C2)[N+](=O)[O-])N2C1COCC2CC1